CC1[C@@H](C[C@@]2(C1C2)C(C)C)O cis-thujanol